C(CN1C(=NC2=C1C=CC(=C2OC)C(N)=O)C2=C(C(=O)O)C=CC=C2F)N2C(=NC1=C2C=CC(=C1OC)C(N)=O)C1=C(C(=O)O)C=CC=C1F 2'-(ethane-1,2-diylbis(5-carbamoyl-4-methoxy-1H-benzo[d]imidazole-1,2-diyl))bis(3-fluorobenzoic acid)